2-((2s,3r)-3-((tert-butyldimethylsilyl)oxy)-2-(cyclopentyloxy)-3-(3-methoxy-4-methylphenyl)propyl)-6-ethoxybenzo[d]thiazole-4-carboxylic acid [Si](C)(C)(C(C)(C)C)O[C@@H]([C@H](CC=1SC=2C(N1)=C(C=C(C2)OCC)C(=O)O)OC2CCCC2)C2=CC(=C(C=C2)C)OC